C(C)C1=CC=C(C=C2C(NC(S2)=S)=O)C=C1 5-(4-ethylbenzylidene)rhodanine